ClC=1C=C(C=CC1Cl)C[C@H]1N(CCC1)C=1NC(C=C(N1)N1C[C@H](OCC1)C)=O 2-[(2S)-2-[(3,4-dichlorophenyl)methyl]pyrrolidin-1-yl]-4-[(2R)-2-methylmorpholin-4-yl]-1H-pyrimidin-6-one